FC1=CC=C(C=C1)C1=C(N=C(C2=CC3=C(C=C12)C(=NN3)C3=CC=CC=C3)N=S(=O)(C)C)C(C)C ((5-(4-fluorophenyl)-6-isopropyl-3-phenyl-1H-pyrazolo[4,3-g]isoquinolin-8-yl)imino)dimethyl-λ6-sulfanone